COC1=NC=C(C=C1C(=O)N)NC(C(N1[C@H](CC[C@@H](C1)C)C=1C=CC2=C(N=C(S2)[C@@H]2CN(CC2)C)C1)=O)=O |r| 2-methoxy-5-[[2-oxo-2-[rac-(2R,5S)-5-methyl-2-[2-[rac-(3S)-1-methylpyrrolidin-3-yl]-1,3-benzothiazol-5-yl]-1-piperidyl]acetyl]amino]pyridine-3-carboxamide